BrC1=CC=C(C=C1)C=1OC2=C(C=CC=N2)N1 2-(4-bromophenyl)-oxazolopyridine